(1R,2R,4S)-3''-Methoxy-5-methyl-2-(prop-1-en-2-yl)-1,2,3,4-tetrahydro-[1,1':4',1''-terphenyl]-2',4,6'-triol COC=1C=C(C=CC1)C=1C=C(C(=C(C1)O)[C@H]1[C@@H](C[C@@H](C(=C1)C)O)C(=C)C)O